N-methyl-N-[phenylhydroxyphosphino]glutamic acid CN([C@@H](CCC(=O)O)C(=O)O)P(O)C1=CC=CC=C1